4-[(3-Chloro-2-fluorophenyl)amino]-7-methoxyquinazolin-6-yl (±)-2,4-dimethylpiperazine-1-carboxylate C[C@H]1N(CCN(C1)C)C(=O)OC=1C=C2C(=NC=NC2=CC1OC)NC1=C(C(=CC=C1)Cl)F |r|